CN1N=C2C(CN(C=3C(=CC=CC23)NC2=C3C(=NC(=C2)NC(=O)C2CC2)NN(C3=O)C)C)=C1 N-(4-((2,5-dimethyl-4,5-dihydro-2H-pyrazolo[4,3-c]quinolin-6-yl)amino)-2-methyl-3-oxo-2,3-dihydro-1H-pyrazolo[3,4-b]pyridin-6-yl)cyclopropanecarboxamide